C(C)OC1=CC=C(C=C1)C(CO)(C)C 2-(4-ethoxyphenyl)-2-methylpropanol